N[C@@H](CSC1C(C=CC(C1)O)(O)C(C(=O)O)=C)C(=O)O 2-L-cysteine-S-yl-1,4-dihydroxy-cyclohex-5-en-1-yl-acrylic acid